FC(C(C(C(C(C(C(C(C(=O)N)(F)F)(F)F)(F)F)(F)F)(F)F)(F)F)(F)F)(F)F heptadecafluorononanamide